mannpyranose OC1[C@@H](O)[C@@H](O)[C@H](O)[C@H](O1)CO